N4-(2-(2-fluorophenyl)pyridin-4-yl)-N6-(2-methoxy-5-(1-methyl-1H-pyrazol-4-yl)-4-morpholinophenyl)pyrimidine-4,6-diamine FC1=C(C=CC=C1)C1=NC=CC(=C1)NC1=NC=NC(=C1)NC1=C(C=C(C(=C1)C=1C=NN(C1)C)N1CCOCC1)OC